Methyl-2-(5-methyl-2-(1'-methyl-3H-spiro[benzofuran-2,4'-piperidin]-5-yl)piperidin-1-yl)-2-oxoacetate COC(C(=O)N1C(CCC(C1)C)C=1C=CC2=C(CC3(CCN(CC3)C)O2)C1)=O